[V+5].CC1=C(OC2N(CC(N2C2=C(C=C(C=C2C)C)C)=[NH2+])C2=C(C=C(C=C2C)C)C)C(=CC=C1)C 2,6-dimethylphenoxy-1,3-bis(2,4,6-trimethylphenyl)-imidazoliniminium vanadium